N[C@@H]1C2=CC=CC=C2CC12CCN(CC2)C2=CC=C(C(=C2C(=C)C2=NNC=C2)Cl)C (S)-6-(1-amino-1,3-dihydrospiro[indene-2,4'-piperidine]-1'-yl)-3-(1-(2-chloro-3-methylphenyl)vinyl)-1H-pyrazole